(1S,2R)-2-(methoxycarbonyl)cyclohexane-1-carboxylic acid COC(=O)[C@H]1[C@H](CCCC1)C(=O)O